1-[3-(4-Benzyloxy-6-methyl-2-pyridinyl)-5-methyl-2-pyridinyl]-4,4-difluoro-azepane C(C1=CC=CC=C1)OC1=CC(=NC(=C1)C)C=1C(=NC=C(C1)C)N1CCC(CCC1)(F)F